[C@H]12CN(C[C@H](CC1)N2)C=2C1=C(N=C(N2)OC[C@]23CCCN3C[C@@H](C2)F)C(=C(N=C1F)C1=CC(=CC2=CC=C(C(=C12)C#C)F)O)F 4-(4-((1r,5s)-3,8-diazabicyclo[3.2.1]oct-3-yl)-5,8-difluoro-2-(((2r,7as)-2-fluorohexahydro-1H-pyrrolizin-7a-yl)methoxy)pyrido[4,3-d]pyrimidin-7-yl)-5-ethynyl-6-fluoronaphthalen-2-ol